C(C)N1C(C(OC2(C1)CCN(CC2)CC2=CC=C(C=C2)F)(C)C)=O 4-ethyl-9-(4-fluorobenzyl)-2,2-dimethyl-1-oxa-4,9-diazaspiro[5.5]undecan-3-one